C(C(C)C)(=O)OC1=C(C=C(C=C1)\C=C\C(=O)NCC1=CC=C(C=C1)C#N)OC (E)-4-(3-((4-cyanobenzyl) amino)-3-oxoprop-1-en-1-yl)-2-methoxyphenyl isobutyrate